BrC=1C=CC(=C(C1)NC(CCl)=O)C=O N-(5-bromo-2-formylphenyl)-2-chloroacetamide